3-Methyl-5-(pentyloxy)-1H-pyrazolo[4,3-d]pyrimidine CC1=NNC2=C1N=C(N=C2)OCCCCC